COC(C[C@H](CN(C)C(=O)OC(C)(C)C)C1=CC(=CC=C1)O)=O.FC(CN1CCC(CC1)C(=O)NC=1N=CC2=CC=C(C=C2C1)C1=CN=NN1C)(C)F 1-(2,2-difluoropropyl)-N-(6-(1-methyl-1H-1,2,3-triazol-5-yl)isoquinolin-3-yl)piperidine-4-carboxamide Methyl-(S)-4-((tert-butoxycarbonyl)(methyl)amino)-3-(3-hydroxyphenyl)butanoate